CN1C(N(CC2=C1N=C(N=C2)NC=2C=CC(=NC2)N2CCN(CC2)CCCCCC(=O)O)C2=C(C=CC(=C2)NC(C2=CC(=CC=C2)C(F)(F)F)=O)C)=O 6-(4-(5-((8-Methyl-6-(2-methyl-5-(3-(trifluoromethyl)benzamido)phenyl)-7-oxo-5,6,7,8-tetrahydropyrimido[4,5-d]pyrimidin-2-yl)amino)pyridin-2-yl)piperazin-1-yl)hexanoic acid